FC1=C(C(=O)N[C@@H](C(=O)N2CCC3(C(CN(C3)C)C3=CC=C(C=C3)F)CC2)C(C)C)C=C(C=C1)C(F)(F)F 2-fluoro-N-((2R)-1-(4-(4-fluorophenyl)-2-methyl-2,8-diazaspiro[4.5]decan-8-yl)-3-methyl-1-oxobutan-2-yl)-5-(trifluoromethyl)benzamide